β-(N,N-dimethylamino)propyltrimethoxysilane CN(C)C(C[Si](OC)(OC)OC)C